(7-(6-Ethyl-2-methylpyridin-3-yl)-1-isobutyl-2-(1,2,5,6-tetrahydropyridin-3-yl)-1H-indol-5-yl)(4-(5-fluoro-3-methoxypyridin-2-yl)piperazin-1-yl)methanone C(C)C1=CC=C(C(=N1)C)C=1C=C(C=C2C=C(N(C12)CC(C)C)C=1CNCCC1)C(=O)N1CCN(CC1)C1=NC=C(C=C1OC)F